FC1=C(C=C(C=C1C(F)(F)F)C1=C(C=C(C=C1C)F)CCCCC=C)[C@H](CC(=O)OCC)NC([C@@H](CC=C)OS(=O)(=O)C)=O Ethyl (S)-3-(4,4'-difluoro-2'-(hex-5-en-1-yl)-6'-methyl-5-(trifluoromethyl)-[1,1'-biphenyl]-3-yl)-3-((R)-2-((methylsulfonyl)oxy)pent-4-enamido)propanoate